6-(1-(8-(cyclopropylmethyl)-8-azabicyclo[3.2.1]oct-3-yl)piperidin-4-yl)-2-(3-fluoro-4-(methylsulfonyl)phenyl)-1,4-dimethyl-1H-benzo[d]imidazole C1(CC1)CN1C2CC(CC1CC2)N2CCC(CC2)C=2C=C(C1=C(N(C(=N1)C1=CC(=C(C=C1)S(=O)(=O)C)F)C)C2)C